2-(6,7-dihydro-5H-pyrrolo[1,2-c]imidazol-1-yl)-2-[4-fluoro-1-oxo-6-[4-[(3R)-pyrrolidin-3-yl]oxyphenyl]isoindolin-2-yl]-N-thiazol-2-yl-acetamide hydrochloride Cl.C1(=C2N(C=N1)CCC2)C(C(=O)NC=2SC=CN2)N2C(C1=CC(=CC(=C1C2)F)C2=CC=C(C=C2)O[C@H]2CNCC2)=O